N-[2-[(2,3-dihydroxypropyl)(3-decyloxypropyl)amino]ethyl]isostearamide Holmium(III) triflate [O-]S(=O)(=O)C(F)(F)F.[Ho+3].OC(CN(CCNC(CCCCCCCCCCCCCCC(C)C)=O)CCCOCCCCCCCCCC)CO.[O-]S(=O)(=O)C(F)(F)F.[O-]S(=O)(=O)C(F)(F)F